(S)-2-((tert-butoxycarbonyl)amino)-3-(7-isopropyl-1H-indol-3-yl)propanoic acid C(C)(C)(C)OC(=O)N[C@H](C(=O)O)CC1=CNC2=C(C=CC=C12)C(C)C